P(=O)(O)(O)O.C(C=CC=CCCCCCCCCCCCCC)(=O)O octadecadienoic acid phosphate